C(C)(C)(C)OC(=O)N[C@H](C(=O)O)CS(=O)(=O)O (R)-2-((tert-Butoxycarbonyl)amino)-3-sulfopropionic acid